Cl.C(C)SC=1C=2N(C=CC1)C(=NC2)C(C)(C)N 2-(8-(ethylthio)imidazo[1,5-a]pyridin-3-yl)propan-2-amine hydrochloride